4-(3-isopropyl-5-(piperidin-4-yl)-1H-indol-2-yl)-N-(2,2,2-trifluoroethyl)pyridinecarboxamide C(C)(C)C1=C(NC2=CC=C(C=C12)C1CCNCC1)C1=CC(=NC=C1)C(=O)NCC(F)(F)F